N1C=C(C2=CC=CC=C12)CCNC1=NC(=NC2=C1OC[C@@H](N2)COC)C=2C(=NC=CC2)O (S)-3-(4-((2-(1H-indol-3-yl)ethyl)amino)-7-(methoxymethyl)-7,8-dihydro-6H-pyrimido[5,4-b][1,4]oxazin-2-yl)pyridin-2-ol